(R)-2-((1-(Butylsulfonyl)-4-methylpiperidin-4-yl)amino)-1-(3-fluorophenyl)-ethan-1-ol C(CCC)S(=O)(=O)N1CCC(CC1)(C)NC[C@H](O)C1=CC(=CC=C1)F